4-Bromo-5,7-dimethylindoline-2,3-dione BrC1=C2C(C(NC2=C(C=C1C)C)=O)=O